OC1(CN2C(OC1)=C(C=N2)S(=O)(N)=N)C 6-hydroxy-6-methyl-6,7-dihydro-5H-pyrazolo[5,1-b][1,3]oxazine-3-sulfonimidamide